C(C)(C)(C)S(=O)(=O)C=1C(=CC2=C(N(C=N2)C=2C=C(C(=C(N)C2)OC)OC)C1)OC 5-(6-(tertbutylsulfonyl)-5-methoxy-1H-benzo[d]imidazol-1-yl)-2,3-dimethoxyaniline